OCCC1=C(NC2=CC=CC=C12)C1CC=C(CN1S(=O)(=O)C1=CC=C(C=C1)[N+](=O)[O-])C(=O)OCC ethyl 6-(3-(2-hydroxyethyl)-1H-indol-2-yl)-1-((4-nitrophenyl) sulfonyl)-1,2,5,6-tetrahydropyridine-3-carboxylate